C(C)(C)(C)OC(=O)N1CC(C1)N1N=C(C=2C1=NC=NC2N)C2=CC=C(C=C2)OC2=CC=CC=C2 3-(4-amino-3-(4-phenoxyphenyl)-1H-pyrazolo[3,4-d]Pyrimidin-1-yl)azetidine-1-carboxylic acid tert-butyl ester